O[C@@H](CO)C1=NC=C(C=N1)NC(OCC1=CC=CC=C1)=O |r| benzyl rac-(2-(1,2-dihydroxyethyl)pyrimidin-5-yl)carbamate